CC(COC(CCC1=CC(=C(C(=C1)C)O)C(C)(C)C)=O)(C)C1OCC2(CO1)COC(OC2)C(COC(CCC2=CC(=C(C(=C2)C)O)C(C)(C)C)=O)(C)C 3,9-bis[1,1-dimethyl-2-[β-(3-t-butyl-4-hydroxy-5-methylphenyl)propionyloxy]ethyl]2,4,8,10-tetraoxaspiro[5.5]undecane